(S)-2-((9-((S)-4-(difluoromethyl)-2-carbonyloxazolidin-3-yl)-5,6-dihydroimidazo[1,2-d]thieno[2,3-f][1,4]oxazepin-2-yl)amino)propionamide FC([C@H]1N(C(OC1)=C=O)C=1N=C2N(CCOC3=C2SC(=C3)N[C@H](C(=O)N)C)C1)F